[Br-].C(C(C)C)C1=[N+](C=CC=C1)CC(C)C diisobutylpyridinium bromide